ClC1=NC=C(C(=C1)N1C[C@H](C[C@@H](C1)F)NC(OC(C)(C)C)=O)C=1C=NN(C1)C(F)F tert-butyl N-[(3S,5S)-1-[2-chloro-5-[1-(difluoromethyl)pyrazol-4-yl]-4-pyridyl]-5-fluoro-3-piperidyl]carbamate